2-Fluoro-3-chloro-phenol FC1=C(C=CC=C1Cl)O